OC1=C(C=CC=C1)C=1C(=CC=CC1)S(=O)(=O)NCOC 2'-hydroxy-N-(methoxymethyl)-[1,1'-biphenyl]-2-sulfonamide